FC(C1=CC=C(NC(CC(=O)C)=O)C=C1)(F)F 4'-(trifluoromethyl)acetoacetanilide